C(#N)C=1C=CC(=NC1)NC(=O)N1CCCC2=CC(=C(N=C12)C=O)C(F)F N-(5-cyanopyridin-2-yl)-6-(difluoromethyl)-7-formyl-3,4-dihydro-1,8-naphthyridine-1(2H)-carboxamide